OC[C@H](C1=CC(=CC=C1)C1C(CCC1)=O)NC(C)=O N-[(1S)-2-hydroxy-1-[3-(oxocyclopent-2-yl)phenyl]ethyl]acetamide